N-(4-(5-(difluoromethyl)-1,3,4-oxadiazol-2-yl)benzyl)-1-((1r,4r)-4-fluorocyclohexyl)-N-(m-tolyl)piperidine-4-sulfonamide FC(C1=NN=C(O1)C1=CC=C(CN(S(=O)(=O)C2CCN(CC2)C2CCC(CC2)F)C=2C=C(C=CC2)C)C=C1)F